6-Methoxy-1-methyl-2-(6-trifluoromethoxy-benzothiazol-2-ylamino)-1H-benzoimidazole-5-carboxylic acid COC=1C(=CC2=C(N(C(=N2)NC=2SC3=C(N2)C=CC(=C3)OC(F)(F)F)C)C1)C(=O)O